(S)-2-amino-4-azidobutyric acid N[C@H](C(=O)O)CCN=[N+]=[N-]